5-(2-hydroxy-4-chlorobenzoyl)aminovaleric acid OC1=C(C(=O)NCCCCC(=O)O)C=CC(=C1)Cl